4-Methyl-2-methylidene-7-propan-2-ylchromen-5-ol CC1=CC(OC=2C=C(C=C(C12)O)C(C)C)=C